C1(C2C(CC1)O2)OCCOC2C1C(CC2)O1 1,2-bis(2,3-epoxycyclopentyloxy)ethane